C(=O)C=1C=NC(=NC1)N1N=C(C(=C1)C#N)C 1-(5-formyl-pyrimidin-2-yl)-3-methyl-1H-pyrazole-4-carbonitrile